5-(2-methylbenzene-1-sulfonyl)-N-[(5-methylpyrazin-2-yl)methyl]thiophene-2-carboxamide CC1=C(C=CC=C1)S(=O)(=O)C1=CC=C(S1)C(=O)NCC1=NC=C(N=C1)C